CC(O[SiH]=O)(C)C trimethylmethoxysilane-Al